ClC=1C=C2CC(CC2=CC1)C(C(=O)N[C@@H]([C@H](O)C1=CC(=C(C=C1)OC1CC1)Cl)CN1CCCC1)(F)F 2-(5-chloro-2,3-dihydro-1H-inden-2-yl)-N-((1r,2r)-1-(3-chloro-4-cyclopropoxyphenyl)-1-hydroxy-3-(pyrrolidin-1-yl)propan-2-yl)-2,2-difluoroacetamide